N-hydroxy-1H-indole-2-carboxamide ONC(=O)C=1NC2=CC=CC=C2C1